benzyl (3aR,5r,6aS)-5-hydroxyhexahydrocyclopenta[c]pyrrole-2(1H)-carboxylate OC1C[C@@H]2[C@@H](CN(C2)C(=O)OCC2=CC=CC=C2)C1